4-amino-phenyl-bis(4-amino-phenyl)aniline NC1=CC=C(C=C1)C1=C(N(C2=CC=C(C=C2)N)C2=CC=C(C=C2)N)C=CC=C1